3-(pyrrolidin-2-ylmethyl)thiourea N1C(CCC1)CNC(N)=S